CN1N=C(C(=C1)C1=CN=CC(=N1)C1=CC(=CS1)N)C 5-[6-(1,3-dimethylpyrazol-4-yl)pyrazin-2-yl]thiophen-3-amine